Hexyldecanol 1-Hexyldecyl-Laurate C(CCCCC)C(CCCCCCCCC)C(C(=O)OC(CCCCCCCCC)CCCCCC)CCCCCCCCCC